7-oxa-3,20-diazadispiro(5.1.11.2)heneicosan-20-propanoic acid C1CNCCC12OC1(CCCCCCCCCCC1)N(C2)CCC(=O)O